6-chloro-4-((3-(1-Cyclopropyl-1H-1,2,4-triazol-3-yl)-2-methoxyphenyl)amino)pyridazine-3-carboxylate zinc [Zn+2].ClC1=CC(=C(N=N1)C(=O)[O-])NC1=C(C(=CC=C1)C1=NN(C=N1)C1CC1)OC.ClC1=CC(=C(N=N1)C(=O)[O-])NC1=C(C(=CC=C1)C1=NN(C=N1)C1CC1)OC